1,2-dibromoethyltriethoxysilane BrC(CBr)[Si](OCC)(OCC)OCC